O1CCC(=CC1)C1=C(C2=C(C=C3C=NNC3=C2F)N1C1=CC(=C(C=C1)F)OC)C1CCC(CC1)C(=O)OC methyl 4-[6-(3,6-dihydro-2H-pyran-4-yl)-8-fluoro-5-(4-fluoro-3-methoxy-phenyl)-1H-pyrrolo[2,3-f]indazol-7-yl]cyclohexanecarboxylate